NC=1C2=C(N=CN1)N(C=C2C2=CC1=CC=CC=C1C=C2)[C@@H]2O[C@@H]([C@H]([C@H]2O)O)CSCC=2C(=NOC2C2=CC=CC=C2)C (2R,3R,4S,5S)-2-(4-Amino-5-(naphthalen-2-yl)-7H-pyrrolo[2,3-d]pyrimidin-7-yl)-5-((((3-methyl-5-phenylisoxazol-4-yl)methyl)thio)methyl)tetrahydrofuran-3,4-diol